5-(tert-butyl)-9-methoxy-8-(3-methoxypropoxy)-2-oxo-1,2,5,6-tetrahydro-1,10-phenanthroline-3-carboxamide C(C)(C)(C)C1C=2C=C(C(NC2C2=NC(=C(C=C2C1)OCCCOC)OC)=O)C(=O)N